C(=O)(O)[C@H]1[C@@H](CC1)C(=O)C1=CC2=C(S1)C=C(C(=C2)OCCCOC=2C=C1CN(CC1=CC2OC)C(=O)[C@H]2[C@@H](CC2)C(=O)O)OC (1R,2R)-2-(5-(3-((2-((1R,2R)-2-carboxycyclobutane-1-carbonyl)-6-methoxybenzo[b]thiophen-5-yl)oxy)propoxy)-6-methoxyisoindoline-2-carbonyl)cyclobutane-1-carboxylic acid